FC(OC1=CC=CC=2C(N[C@H]3C=4C([C@@H](C21)C3)=C3N(N4)C=CC(=C3)C=3CCN(CC3)C3=NN(C=C3)C)=O)F (7R,14S)-1-(difluoromethoxy)-12-(1-(1-methyl-1H-pyrazol-3-yl)-1,2,3,6-tetrahydropyridin-4-yl)-6,7-dihydro-7,14-methanobenzo[c]pyrido[1',2':1,5]pyrazolo[4,3-f]azocin-5(14H)-one